P(=O)(OOC1=CC=CC=C1)(OOCCCCCCCCCCCC)[O-] phenoxy dodecyloxy phosphate